C(C)(C)(C)OC(=O)NCCC(=O)NC=1N=C(N(C1)C)C(=O)O [3-[(Tert-butoxycarbonyl)amino]propanamido]-1-methylimidazole-2-carboxylic acid